bis[2-(2-hydroxyphenyl)-benzothiazole] zinc [Zn].OC1=C(C=CC=C1)C=1SC2=C(N1)C=CC=C2.OC2=C(C=CC=C2)C=2SC1=C(N2)C=CC=C1